ClC1=C2C(C(NC2=C(C=C1)Cl)=O)(CC(C1=CC=C(C=C1)N1CCCC1)=O)O 4,7-Dichloro-3-hydroxy-3-(2-oxo-2-(4-(pyrrolidin-1-yl)phenyl)ethyl)indolin-2-one